Cl[C@H](C(=O)OCC)C1CCCC1 Ethyl (S)-2-chloro-2-cyclopentylacetate